FC(C1=CC(=NC=C1)CC1CC2(CN(C2)C(=O)N2C[C@@H]3[C@@H](OCC(N3)=O)CC2)C1)(F)F (4aR,8aS)-6-[6-[[4-(trifluoromethyl)-2-pyridyl]methyl]-2-azaspiro[3.3]heptane-2-carbonyl]-4,4a,5,7,8,8a-hexahydropyrido[4,3-b][1,4]oxazin-3-one